CO\N=C(\C(C)(C)C)/CC[C@@H](C)[C@H]1CCC2/C(/CCC[C@]12C)=C/C=C/1\C([C@H](C[C@@H](C1)O)O)=C (6R,E)-6-((1R,7aR,E)-4-((Z)-2-((3S,5R)-3,5-dihydroxy-2-methylenecyclohexylidene)-ethylidene)-7a-methyloctahydro-1H-inden-1-yl)-2,2-dimethylheptan-3-on-O-methyl oxime